CC1=NOC(=C1)CN1N=C(C=CC1=O)C=1C=NC(=NC1)SC 2-((3-methylisoxazol-5-yl)methyl)-6-(2-(methylthio)pyrimidin-5-yl)pyridazine-3-one